C1(=CC=CC=C1)[B-](C1=CC=CC=C1)(C1=CC=CC=C1)C1=CC=CC=C1.[IH2+] iodonium tetraphenylborate